CN1CCN(CC1)C1=NC=C(CNC(C)(C)C)C(=C1)C1=C(C=CC=C1)C 6-(4-methylpiperazin-1-yl)-4-(o-tolyl)nicotinyl-tert-butylamine